NCC1=[N+](C=CC(=C1)[C@H]1CN(CCC1(F)F)[C@H](C(=O)NC=1SC2=C(N1)C=C1C(=C2)OC(O1)(F)F)C)[O-] 2-(aminomethyl)-4-((S)-1-((S)-1-((2,2-difluoro-[1,3]dioxolo[4',5':4,5]benzo[1,2-d]thiazol-6-yl)amino)-1-oxopropan-2-yl)-4,4-difluoropiperidin-3-yl)pyridine 1-oxide